C1OCC12CNCCC2 2-oxa-6-azaspiro[3.5]nonane